[N+](=O)([O-])C1=CC=C(O1)C=CC1=NC=CC2=CC=CC=C12 1-(2-(5-nitrofuran-2-yl)vinyl)isoquinoline